7-bromo-5,6,8-trifluoro-2-mercaptoquinazolin-4-ol BrC1=C(C(=C2C(=NC(=NC2=C1F)S)O)F)F